2-[(2-allylphenoxy)methyl]oxirane C(C=C)C1=C(OCC2OC2)C=CC=C1